triacetoxysilicon C(C)(=O)O[Si](OC(C)=O)OC(C)=O